Cl.OC(C)(C)C(C)(C)O.NC(CC(C)C)OB(O)O 1-amino-3-methyl-butylborate-pinacol hydrochloride